CN(CCOC=1C(=CC(=NC1)NC(OC(C)(C)C)=O)NC(OC)=O)C tert-butyl methyl (5-(2-(dimethylamino)ethoxy)pyridine-2,4-diyl)dicarbamate